6-(4-(4-acryloylmorpholin-3-yl)-6-chloropyridin-2-yl)pyrimidine-4-carboxamide C(C=C)(=O)N1C(COCC1)C1=CC(=NC(=C1)Cl)C1=CC(=NC=N1)C(=O)N